O=C1CC(N(C2=C(N1)C1=CC=CC=C1C(=C2)C2=CC=CC=C2)C=2C=C(/C(/N)=N/O)C=CC2)=O (Z)-3-(2,4-Dioxo-7-phenyl-1,2,3,4-tetrahydro-5H-naphtho[1,2-b][1,4]diazepin-5-yl)-N'-hydroxybenzimidamide